5-(3-(4-fluorobenzyl)-1-(methylsulfonyl)pyrrolidin-3-yl)-1-(4-fluorophenyl)-6-methyl-1H-indazole FC1=CC=C(CC2(CN(CC2)S(=O)(=O)C)C=2C=C3C=NN(C3=CC2C)C2=CC=C(C=C2)F)C=C1